C(C)(C)C1CC(C1)N1C(N([C@H](C1)C#N)C1=CN=CC2=CC=CC=C12)=O (R)-1-((1r,3R)-3-isopropylcyclobutyl)-3-(isoquinolin-4-yl)-2-oxoimidazolidine-4-carbonitrile